FC1(CC1)CNC=1N=CC2=C(N1)NC=C2C2=CC1=C(N=C(S1)C)C=C2 N-((1-fluorocyclopropyl)methyl)-5-(2-methylbenzo[d]thiazol-6-yl)-7H-pyrrolo[2,3-d]pyrimidin-2-amine